oleic acid iron-manganese [Mn].[Fe].C(CCCCCCC\C=C/CCCCCCCC)(=O)O